di(2-(methacryloyloxy) ethyl) phosphate P(=O)(OCCOC(C(=C)C)=O)(OCCOC(C(=C)C)=O)[O-]